COCC1=NN(C=C1)CC=1C=C2CN(CC2=CC1)C (methoxymethyl)-1-[(2-methyl-1,3-dihydroisoindol-5-yl)methyl]pyrazole